ClC=1C(=C(C=CC1F)N(C(=O)[C@@H]1[C@H]2[C@@H](CN1C(=O)OC(C)(C)C)OC(O2)(C)C)C)F (3aS,4S,6aR)-tert-butyl 4-((3-chloro-2,4-difluorophenyl)(methyl)carbamoyl)-2,2-dimethyldihydro-3aH-[1,3]dioxolo[4,5-c]pyrrole-5(4H)-carboxylate